(S)-5-((5-chloro-7-fluoro-8-((4,5,6,7-tetrahydro-[1,2,3]triazolo[1,5-a]pyridin-3-yl)methoxy)-1,2,3,4-tetrahydroisoquinolin-1-yl)methyl)-5-azaspiro[2.4]heptane-6-one hydrochloride Cl.ClC1=C2CCN[C@@H](C2=C(C(=C1)F)OCC=1N=NN2C1CCCC2)CN2CC1(CC1)CC2=O